4-chloro-5-(difluoromethyl)-2-fluoro-phenylacetic acid ClC1=CC(=C(C=C1C(F)F)CC(=O)O)F